Methyl 4-cyano-2,3-dihydro-1-benzofuran-7-carboxylate C(#N)C1=CC=C(C2=C1CCO2)C(=O)OC